CC=1N=C(NC1C1=CC=C(C=C1)C)C dimethyl-5-p-tolylimidazole